ClC1=CC=C(C=C1)/C=C(/C(CC1OC1)=O)\C1=CC=CC=C1 (E)-4-(4-chlorophenyl)-1-(oxiran-2-yl)-3-phenylbut-3-en-2-one